ClC1=C(C=CC=C1)NC(=O)NC1CN(C(C1)=O)C1=CC=C(C=C1)Cl 1-(2-chlorophenyl)-3-[1-(4-chlorophenyl)-5-oxopyrrolidin-3-yl]urea